BrC=1C=CC=C2C(=C(NC12)C1=CC=CC=C1)CCC(=O)O 3-(7-bromo-2-phenyl-1H-indol-3-yl)propionic acid